2-(7,8-dichloro-10-(cyanomethyl)-2-oxo-1,2,3,4,5,6-hexahydroazepino[4,5-b]indol-5-yl)-N,N-dimethylacetamide ClC1=C(C=C(C=2C3=C(NC12)C(CNC(C3)=O)CC(=O)N(C)C)CC#N)Cl